C(#N)C=1C=C(C=C(C1)F)[C@@H]1CC=NN1C(=O)N1CC(C1)OC1=C(C=CC(=N1)C1=C(C=NN1C)C#N)F (S)-5-(6-((1-(5-(3-cyano-5-fluorophenyl)-4,5-dihydro-1H-pyrazole-1-carbonyl)azetidin-3-yl)oxy)-5-fluoropyridin-2-yl)-1-methyl-1H-pyrazole-4-carbonitrile